methyl-mono-tertiary butyl-oxycarbonylamine CNC(=O)OC(C)(C)C